(R)-6-(2-(ethoxymethoxy)-4-ethynylphenyl)-5-methyl-N-(piperidin-3-yl)-1,2,4-triazin-3-amine C(C)OCOC1=C(C=CC(=C1)C#C)C1=C(N=C(N=N1)N[C@H]1CNCCC1)C